FC1=C(C=CC(=N1)[C@H](C1=CC(=CC=C1)C1=CN=CO1)NC(=O)[C@H]1[C@H](CCC1)C(=O)O)C(C)C (1S,2R)-2-(((S)-(6-fluoro-5-isopropylpyridin-2-yl)(3-(oxazol-5-yl)phenyl)methyl)carbamoyl)cyclopentane-1-carboxylic acid